O=C[C@H](O)[C@H](O)[C@@H](O)[C@H](O)CO (D)-gulose